rac-N-((2,2-dimethyl-1,3-dioxolan-4-yl)methyl)-5-((4-methoxybenzyl)(5-(4-(trifluoromethyl)phenyl)oxazol-2-yl)amino)picolinimidamide CC1(OC[C@H](O1)CNC(C1=NC=C(C=C1)N(C=1OC(=CN1)C1=CC=C(C=C1)C(F)(F)F)CC1=CC=C(C=C1)OC)=N)C |r|